ClC=1C=C2[C@@](C(N(C2=CC1)C)=O)(C(=O)OC)C Methyl (S)-5-chloro-1,3-dimethyl-2-oxoindoline-3-carboxylate